ClC1=CC=C(OC2C3=C(C=4N(CC2)N=NC4C)C=CC(=C3)C=3C=NN(C3)C)C=C1 7-(4-chlorophenoxy)-1-methyl-9-(1-methyl-1H-pyrazol-4-yl)-6,7-dihydro-5H-benzo[c][1,2,3]triazolo[1,5-a]azepine